C(C)(C)(C)OC(=O)N1C(CN(CC1)C=1C2=C(N=CN1)NC=C2C2CC2)C.OC2=C(C=CC=C2)C2=NC=CC=C2 2-(2-hydroxyphenyl)pyridine tert-Butyl-4-(5-cyclopropyl-7H-pyrrolo[2,3-d]pyrimidin-4-yl)-2-methylpiperazine-1-carboxylate